O[C@H](CC1OC2=C(C(NC1)=O)C=CC(=C2)C(=O)N2CCC1(CC(C1)OC)CC2)[C@H]2NCC1=CC=CC=C1C2 ((R)-2-hydroxy-2-((S)-1,2,3,4-tetrahydroisoquinolin-3-yl)ethyl)-8-(2-methoxy-7-azaspiro[3.5]nonane-7-carbonyl)-3,4-dihydrobenzo[f][1,4]oxazepine-5(2H)-one